ClC1=CC(=CC2=C1NC=N2)CNC([C@H](C)NC(=O)[C@@H]2N(C[C@H](C2)C2=CC=CC=C2)C(=O)OC(C)(C)C)=O tert-butyl (2R,4R)-2-(((S)-1-(((7-chloro-1H-benzo[d]imidazol-5-yl) methyl) amino)-1-oxopropan-2-yl) carbamoyl)-4-phenylpyrrolidine-1-carboxylate